(R)-2-fluoro-4-((4-(2-hydroxyethyl)pyrimidin-2-yl)amino)-N-(8-methylisoquinolin-1-yl)-N-(piperidin-3-yl)benzamide FC1=C(C(=O)N([C@H]2CNCCC2)C2=NC=CC3=CC=CC(=C23)C)C=CC(=C1)NC1=NC=CC(=N1)CCO